FC=1C=C2C=CC=3N=C(SC3C2=CC1)NC(=O)[C@H]1N(CCC1)C(=O)OC(C)(C)C tert-butyl (S)-2-((7-fluoronaphtho[2,1-d]thiazol-2-yl)carbamoyl)pyrrolidine-1-carboxylate